C1(=CC=CC=C1)C1CC(N(CC1)C1=CC(=NN1COCC[Si](C)(C)C)C1=CC=NC=C1)=O 4-phenyl-1-(3-(pyridin-4-yl)-1-((2-(trimethylsilyl)ethoxy)methyl)-1H-pyrazol-5-yl)piperidin-2-one